FC(C1=C(C=CC(=N1)N1CCC(CC1)N1CC(C1)(N)C)C=1C=C(C=2N(C1)C=C(N2)C)C)F 1-[1-[6-(difluoromethyl)-5-(2,8-dimethylimidazo[1,2-a]pyridin-6-yl)-2-pyridinyl]-4-piperidinyl]-3-methyl-azetidin-3-amine